C(C)OC(=O)CCC1C2C3C4C=CC(C3C(C1)C2)C4 8-ethoxycarbonylethyl-tetracyclo[4.4.0.12,5.17,10]-3-dodecene